COC(=O)C1=CC=C(CO)C=C1 4-(methoxycarbonyl)benzyl alcohol